(2E)-3-(4-bromophenyl)-1-(2-chlorophenyl)prop-2-en-1-one BrC1=CC=C(C=C1)/C=C/C(=O)C1=C(C=CC=C1)Cl